6-((3-(5-fluoro-6-methyl-3-pyridinyl)-5-methyl-isoOxazol-4-yl)methoxy)-N-((1S)-1-(hydroxymethyl)butyl)Pyridine-3-carboxamide FC=1C=C(C=NC1C)C1=NOC(=C1COC1=CC=C(C=N1)C(=O)N[C@@H](CCC)CO)C